OC1=C(C=CC(=C1)C(F)(F)F)C1=C(C(=C(N=N1)S[C@H]1CN(CCC1)C)C#N)C (R)-6-(2-hydroxy-4-(trifluoromethyl)phenyl)-5-methyl-3-((1-methylpiperidin-3-yl)thio)pyridazine-4-carbonitrile